(1R,6R,7aS)-7a-(((tert-Butyldiphenylsilyl)oxy)methyl)-1,6-difluorohexahydro-1H-pyrrolizine [Si](C1=CC=CC=C1)(C1=CC=CC=C1)(C(C)(C)C)OC[C@@]12C[C@H](CN2CC[C@H]1F)F